ClC=1C=C(C=CC1C1C(NC(CC1)=O)=O)N1CCC(CC1)C=O 1-[3-chloro-4-(2,6-dioxo-3-piperidyl)phenyl]piperidine-4-carbaldehyde